4-bromo-2-formyl-thiophene-3-carboxylic acid BrC=1C(=C(SC1)C=O)C(=O)O